C(C1=CC=CC=C1)OC(=O)NCCCO[C@H]([C@H](NC(=O)OC(C)(C)C)C(=O)OC(C)(C)C)C tert-Butyl O-(3-(((benzyloxy)carbonyl)amino)propyl)-N-(tert-butoxycarbonyl)-L-allothreoninate